Bicyclo[6.1.0]nonyn C12C#CCCCCC2C1